OC1=C(C(=CC=2OC3=CC(=C(C(=C3C(C12)=O)CC=C(C)C)OC)O)O)CC=C(C)C 1,3,6-Trihydroxy-7-methoxy-2,8-bis(3-methylbut-2-en-1-yl)-9H-xanthen-9-one